F[C@@H]1CN(CC[C@@H]1NC1=NN2C(C(=N1)OC)=C(C=C2)C=2C=C1C=CC=NC1=CC2)C[C@H](C)O (S)-1-((3R,4S)-3-Fluoro-4-((4-methoxy-5-(quinolin-6-yl)pyrrolo[2,1-f][1,2,4]triazin-2-yl)amino)piperidin-1-yl)propan-2-ol